acrylic acid-2-chloroethyl ester ClCCOC(C=C)=O